ClC1=CC2=C(N=C(O2)CC(F)(F)F)C=C1 6-chloro-2-(2,2,2-trifluoroethyl)benzoxazole